(2R)-N-((S or R)-(5-chloro-6-(trifluoromethyl)pyridin-2-yl)(trans-3-(trifluoro-methyl)-cyclobutyl)methyl)-2-methyl-3-oxopiperazine-1-carboxamide ClC=1C=CC(=NC1C(F)(F)F)[C@@H](NC(=O)N1[C@@H](C(NCC1)=O)C)[C@@H]1C[C@H](C1)C(F)(F)F |o1:11|